tert-butyl 2-[4-[7-isopropoxy-6-(phenylcarbamoyl)imidazo[1,2-a]pyridin-2-yl]-1-piperidyl]acetate C(C)(C)OC1=CC=2N(C=C1C(NC1=CC=CC=C1)=O)C=C(N2)C2CCN(CC2)CC(=O)OC(C)(C)C